O1C[C@@H](C2=C1C=CC=C2)C[C@@H](NC(=O)[C@@H]2[C@@H]1CC[C@H](C2)O1)B(O)O [(1S)-2-[(3R)-2,3-dihydro-1-benzofuran-3-yl]-1-{[(1S,2S,4R)-7-oxabicyclo[2.2.1]heptan-2-yl]formamido}ethyl]boronic acid